ethyl 3-(4-bromophenyl)-3-oxopropionate BrC1=CC=C(C=C1)C(CC(=O)OCC)=O